C(=O)(O)[C@@H](CCCC1=CC=C(C=C1)OCCOCCOCC)N1CCN(CCN(CCN(CC1)[C@@H](C(=O)[O-])CO)C(C(=O)[O-])CO)[C@@H](C(=O)[O-])CO.[Gd+3] gadolinium (2R,2R,2''R)-2,2',2''-{10-[(1R)-1-carboxy-4-{4-[2-(2-ethoxyethoxy)ethoxy]phenyl}butyl]-1,4,7,10-tetraazacyclododecane-1,4,7-triyl}tris(3-hydroxypropanoate)